2,4-Pentanediol dibenzoate C(C1=CC=CC=C1)(=O)OC(C)CC(C)OC(C1=CC=CC=C1)=O